2-((6-methoxy-2-methyl-1,2,3,4-tetrahydroisoquinolin-7-yl)amino)-4-(phenylamino)pyrimidine-5-carbohydrazide COC=1C=C2CCN(CC2=CC1NC1=NC=C(C(=N1)NC1=CC=CC=C1)C(=O)NN)C